7-hydroxy-6-(5H-imidazo[1,5-b]isoindol-5-yl)-2-azaspiro[3.3]heptan-2-carboxylate OC1C(CC12CN(C2)C(=O)[O-])C2N1C(C=3C=CC=CC23)=CN=C1